2-(2,6-dioxopiperidin-3-yl)-5-(methyl((1S,2R)-2-(methylamino)cycloheptyl)amino)isoindoline-1,3-dione O=C1NC(CCC1N1C(C2=CC=C(C=C2C1=O)N([C@@H]1[C@@H](CCCCC1)NC)C)=O)=O